6-(5-(1-((1S,3R,4R,5R)-4-fluoro-1-methyl-8-azabicyclo[3.2.1]octan-3-yl)vinyl)pyrazin-2-yl)isoquinolin-7-ol F[C@@H]1[C@H](C[C@@]2(CC[C@H]1N2)C)C(=C)C=2N=CC(=NC2)C=2C=C1C=CN=CC1=CC2O